3-((1S,2S)-2-methylcyclopropyl)phenol C[C@@H]1[C@H](C1)C=1C=C(C=CC1)O